4-(3-isopropyl-2-(1H-pyrazolo[3,4-b]pyridin-4-yl)-1H-indol-5-yl)-3'-methyl-[1,4'-bipiperidine]-1'-carboxylic acid ethyl ester C(C)OC(=O)N1CC(C(CC1)N1CCC(CC1)C=1C=C2C(=C(NC2=CC1)C1=C2C(=NC=C1)NN=C2)C(C)C)C